Methyl (1R,3R)-3-[6-[[2-methyl-5-(trifluoromethyl)-3,4-dihydro-1H-isoquinolin-7-yl]amino]pyrazolo[3,4-d]pyrimidin-1-yl]cyclohexanecarboxylate CN1CC2=CC(=CC(=C2CC1)C(F)(F)F)NC1=NC=C2C(=N1)N(N=C2)[C@H]2C[C@@H](CCC2)C(=O)OC